alaninate trihydrochloride Cl.Cl.Cl.N[C@@H](C)C(=O)O